5-((((1R,2S,4R)-4-((Benzo[d][1,3]dioxol-4-ylmethyl)amino)-2-fluorocyclohexyl)amino)methyl)-1,3-dimethyl-1,3-dihydro-2H-benzo[d]imidazol-2-one O1COC2=C1C=CC=C2CN[C@H]2C[C@@H]([C@@H](CC2)NCC2=CC1=C(N(C(N1C)=O)C)C=C2)F